ClC=1C=C2C(=CNC2=CC1)NC1=NC2=C(N1C(C)C)C=CC(=C2)C(F)(F)F N-(5-Chloro-1H-indol-3-yl)-1-isopropyl-5-(trifluoromethyl)-1H-benzo[d]imidazol-2-amine